1,3-bis(1-adamantyl)imidazole chloride [Cl-].C12(CC3CC(CC(C1)C3)C2)N2CN(C=C2)C23CC1CC(CC(C2)C1)C3